1,1,2,2-tetrakis(mercaptomethylthio)ethane SCSC(C(SCS)SCS)SCS